CC=1C=C2C(=NN(C2=CC1)CC(F)(F)F)C(=O)O 5-methyl-1-(2,2,2-trifluoroethyl)-1H-indazole-3-carboxylic acid